C(C)(C)(C)C1=CN=CC=2C=CC=C(C12)C(=O)O 4-t-butyl-isoquinoline-5-carboxylic acid